8-fluoro-N-(2-fluoro-4-(piperazin-1-yl)phenyl)-2-methylimidazo[1,2-a]pyridine-6-carboxamide hydrochloride Cl.FC=1C=2N(C=C(C1)C(=O)NC1=C(C=C(C=C1)N1CCNCC1)F)C=C(N2)C